(4r)-amino-l-proline amide NN1[C@@H](CCC1)C(=O)N